N-(cis-2-((3'-chlorobiphenyl-3-yl)methyl)-1-isobutyrylpyrrolidin-3-yl)methanesulfonamide ClC=1C=C(C=CC1)C1=CC(=CC=C1)C[C@@H]1N(CC[C@@H]1NS(=O)(=O)C)C(C(C)C)=O